ethylpyrrolidine C(C)N1CCCC1